4-[(4-aminophenyl)-(4-methyliminocyclohex-2,5-dien-1-ylidene)methyl]aniline NC1=CC=C(C=C1)C(C1=CC=C(N)C=C1)=C1C=CC(C=C1)=NC